(S)-5-Nitro-4-((oxetan-2-ylmethyl)amino)thiophene-2-carboxylic acid methyl ester COC(=O)C=1SC(=C(C1)NC[C@H]1OCC1)[N+](=O)[O-]